7-(5,6-dihydro-4H-pyrrolo[1,2-b]pyrazol-3-yl)-N-(6-methoxy-1,2,3,4-tetrahydroisoquinolin-7-yl)quinazolin-2-amine N=1N2C(=C(C1)C1=CC=C3C=NC(=NC3=C1)NC1=C(C=C3CCNCC3=C1)OC)CCC2